OC=1N=NC(=CN1)C(=O)N 3-hydroxy-1,2,4-triazine-6-carboxamide